4'-(4-(2-chlorophenyl)-6-phenyl-1,3,5-triazin-2-yl)-[1,1'-biphenyl]-3-carbonitrile ClC1=C(C=CC=C1)C1=NC(=NC(=N1)C1=CC=CC=C1)C1=CC=C(C=C1)C1=CC(=CC=C1)C#N